methyl (3S,6S,9aR)-6-((tert-butoxycarbonyl)amino)-8-methyl-5-oxo-2,3,5,6,7,9a-hexahydro-1H-pyrrolo[1,2-a]azepine-3-carboxylate C(C)(C)(C)OC(=O)N[C@H]1CC(=C[C@@H]2N(C1=O)[C@@H](CC2)C(=O)OC)C